E-5-[(2-6-methylpyridin-2-yl)-1H-pyrazol-4-yl]-1,5-naphthyridine CC1=CC=CC(=N1)N1NC=C(C1)N1C=2C=CC=NC2C=CC1